N1N=NN=C1CC12CC(C1)(C2)C(=O)N2N=CCC2C2=CC(=CC(=C2)F)F (3-((1H-tetrazol-5-yl)methyl)bicyclo[1.1.1]pentan-1-yl)(5-(3,5-difluorophenyl)-4,5-dihydro-1H-pyrazol-1-yl)methanone